ethyl (3-(3-fluoro-4-((2-isopropyl-1H-imidazol-yl)methyl)phenyl)-5-iso-butylthiophen-2-yl)sulfonylcarbamate FC=1C=C(C=CC1CN1C(=NC=C1)C(C)C)C1=C(SC(=C1)CC(C)C)S(=O)(=O)NC(OCC)=O